N,N-dibenzyl-6-fluoro-2-pyridinamine C(C1=CC=CC=C1)N(C1=NC(=CC=C1)F)CC1=CC=CC=C1